5-(3-methanesulfonylbenzoyl)amino-3-(1-(sec-butyl)-1,2,3,6-tetrahydropyridin-4-yl)-1H-indole CS(=O)(=O)C=1C=C(C(=O)NC=2C=C3C(=CNC3=CC2)C=2CCN(CC2)C(C)CC)C=CC1